4-O-(β-D-galactopyranosyl)-β-D-glucopyranose [C@@H]1([C@H](O)[C@@H](O)[C@@H](O)[C@H](O1)CO)O[C@H]1[C@@H]([C@H]([C@H](O)O[C@@H]1CO)O)O